2-(4-fluorophenyl)-4-phenylpentanedioic acid FC1=CC=C(C=C1)C(C(=O)O)CC(C(=O)O)C1=CC=CC=C1